2-(3-(4,4-Difluoropiperidin-1-yl)propoxy)-N-(4-hydroxy-3-(methylsulfonylamino)phenyl)-4'-(trifluoromethyl)-[1,1'-biphenyl]-4-carboxamide hydrochloride Cl.FC1(CCN(CC1)CCCOC1=C(C=CC(=C1)C(=O)NC1=CC(=C(C=C1)O)NS(=O)(=O)C)C1=CC=C(C=C1)C(F)(F)F)F